C1(CC1)C(=O)NC1=NC=C(C(=O)NC([2H])([2H])[2H])C(=C1)NC1=C2N([C@H](C=3N(C2=CC(=C1)F)N=C(N3)C)C)C (S)-6-(cyclopropanecarboxamido)-4-((8-fluoro-2,4,5-trimethyl-4,5-dihydro-[1,2,4]triazolo[1,5-a]quinoxalin-6-yl)amino)-N-(methyl-d3)nicotinamide